1-(2-oxo-2-(7-(4-(trifluoromethyl)phenoxy)-3,4-dihydroisoquinolin-2(1H)-yl)-ethyl)cyclopropane-1-carbonitrile O=C(CC1(CC1)C#N)N1CC2=CC(=CC=C2CC1)OC1=CC=C(C=C1)C(F)(F)F